5-{1,7-diazaspiro[3.5]nonan-7-yl}-N-{8-fluoro-2-methylimidazo[1,2-a]pyridin-6-yl}cinnoline-8-carboxamide trifluoroacetate FC(C(=O)O)(F)F.N1CCC12CCN(CC2)C2=C1C=CN=NC1=C(C=C2)C(=O)NC=2C=C(C=1N(C2)C=C(N1)C)F